O1CC(C1)COC(=O)N1CC2(C1)CC(C2)OC2=CC(=C1C(=N2)C(=CS1)C(NC)=O)C(F)(F)F 6-((3-(methylcarbamoyl)-7-(trifluoromethyl)thieno[3,2-b]pyridin-5-yl)oxy)-2-azaspiro[3.3]heptane-2-carboxylic acid oxetan-3-ylmethyl ester